tertiary butyl-decyl-dimethoxysilane C(C)(C)(C)[Si](OC)(OC)CCCCCCCCCC